(2S,5R)-4-(1-(4-cyano-3-fluorophenyl)ethyl)-2,5-dimethylpiperazine-1-carboxylic acid tert-butyl ester C(C)(C)(C)OC(=O)N1[C@H](CN([C@@H](C1)C)C(C)C1=CC(=C(C=C1)C#N)F)C